N-Hydroxy-2-methyl-benzene-carboximidamide ONC(=N)C1=C(C=CC=C1)C